N[C@@H](C[C@H](O)O[C@@H]1C=2C(=C3C(C=4C(=CC=CC4C(C3=C(C2C[C@](C1)(C(CO)=O)O)O)=O)OC)=O)O)[C@H](CC)O (7s,9s)-7-[(2r,4s,5s,6s)-4-amino-5-hydroxy-6-methyloxahex-2-yl]oxy-6,9,11-trihydroxy-9-(2-hydroxyacetyl)-4-methoxy-8,10-dihydro-7H-naphthacene-5,12-dione